C(C#C)N1N=NC=C1 prop-2-ynyl-3H-triazole